O1C=CC2=C1C(=CC=C2)P(N(CCCC)P(C2=CC=C(C=C2)[Si](CCCC)(CCCC)CCCC)C2=CC=C(C=C2)[Si](CCCC)(CCCC)CCCC)C2=CC=CC=1C=COC12 1,1-di(benzofuran-7-yl)-N-(bis(4-(tributylsilyl)phenyl)phosphaneyl)-N-butylphosphanamine